CC(C)CCC[C@@H](C)[C@H]1CC[C@H]2[C@@H]3CC=C4C[C@H](CC[C@]4(C)[C@H]3CC[C@]12C)OCCCCCCCCO[C@H](CN(C)C)COCCCCCCCC\C=C/C\C=C/CCCCC (2R)-2-({8-[(3β)-cholest-5-en-3-yloxy]octyl}oxy)-N,N-dimethyl-3-[(9Z,12Z)-octadeca-9,12-dienyloxy]propan-1-amine